C(C=O)(C)CC t-pentanal